OC=1C=C2CNCC2=CC1 5-hydroxyisoindoline